4-(4-(6-(((1R,2S,3S,5S)-2-fluoro-8-azabicyclo[3.2.1]octan-3-yl)oxy)pyridazin-3-yl)-3-hydroxyphenyl)pyridin-2(1H)-one F[C@H]1[C@H]2CC[C@@H](C[C@@H]1OC1=CC=C(N=N1)C1=C(C=C(C=C1)C1=CC(NC=C1)=O)O)N2